2-(4-bromophenyl)-4-ethoxy-6-((2-fluoro-4-(trifluoromethyl)phenyl)carbamoyl)cyclohexane-1-carboxylic acid BrC1=CC=C(C=C1)C1C(C(CC(C1)OCC)C(NC1=C(C=C(C=C1)C(F)(F)F)F)=O)C(=O)O